3-[(2S,3R,4S,5R)-3,4-dihydroxy-5-(hydroxymethyl)oxolan-2-yl]-8-{hexahydro-1H-cyclopenta[c]pyrrol-2-yl}imidazo[1,2-b]pyridazine-6-carbonitrile O[C@H]1[C@@H](O[C@@H]([C@H]1O)CO)C1=CN=C2N1N=C(C=C2N2CC1C(C2)CCC1)C#N